BrC(C(=O)C=1C(=C(C=CC1)NS(=O)(=O)C1=C(C=CC=C1C(F)(F)F)F)F)C1=NC(=NC=C1)Cl N-(3-(2-bromo-2-(2-chloropyrimidin-4-yl)acetyl)-2-fluorophenyl)-2-fluoro-6-(trifluoromethyl)benzenesulfonamide